7-(1H-indol-6-yl)-1-(2-methoxyethyl)-3,4-dihydropyrazino[2,3-b]pyrazin-2(1H)-one N1C=CC2=CC=C(C=C12)C1=CN=C2C(=N1)N(C(CN2)=O)CCOC